5-((1S,2S)-2-(6-(2,4-dimethoxypyrimidin-5-yl)-3-fluoroimidazo[1,2-b]pyridazin-8-yl)cyclopropyl)picolinonitrile COC1=NC=C(C(=N1)OC)C=1C=C(C=2N(N1)C(=CN2)F)[C@@H]2[C@H](C2)C=2C=CC(=NC2)C#N